(S)-N-methyl-1-(5-(trifluoromethyl)isochroman-1-yl)-methylamine CNC[C@H]1OCCC2=C(C=CC=C12)C(F)(F)F